(1S,4S)-5-(4-(benzo[d]thiazol-2-ylcarbamoyl)benzyl)-N-phenyl-2,5-diazabicyclo[2.2.1]heptane-2-carboxamide S1C(=NC2=C1C=CC=C2)NC(=O)C2=CC=C(CN1[C@@H]3CN([C@H](C1)C3)C(=O)NC3=CC=CC=C3)C=C2